2-Nitroso-2-azaadamantane N(=O)N1C2CC3CC(CC1C3)C2